tert-butyl 6-[4-(5-chloro-2-fluoro-anilino)pyrido[3,2-d]pyrimidin-6-yl]-1,6-diazaspiro[3.3]heptane-1-carboxylate ClC=1C=CC(=C(NC=2C3=C(N=CN2)C=CC(=N3)N3CC2(CCN2C(=O)OC(C)(C)C)C3)C1)F